OC[C@H]1N(C[C@@H](C1)C)C1=C(C(N(N=C1)COCC[Si](C)(C)C)=O)C(F)(F)F 5-[(2S,4R)-2-(hydroxymethyl)-4-methylpyrrolidin-1-yl]-4-(trifluoromethyl)-2-[[2-(trimethylsilyl)ethoxy]methyl]-2,3-dihydropyridazin-3-one